1-(3-methyl-5-((4-methylpiperazin-1-yl)methyl)pyridin-2-yl)piperidine CC=1C(=NC=C(C1)CN1CCN(CC1)C)N1CCCCC1